C(C=C)(=O)OCCCCCCCC[SiH2]C(F)F acryloxyoctyl-difluoromethyl-silane